O1C(=CC=C1)C1=NC2=C(N1CC1=CC=NC=C1)C=CC=C2 2-(furan-2-yl)-1-(pyridin-4-ylmethyl)benzimidazole